2-oxo-6,9,12,15-tetraoxa-3-azaoctadecan-18-oic acid O=C(C)NCCOCCOCCOCCOCCC(=O)O